Hexahydropyrimido[4,3-c][1,4]oxazine-6,8-dione C1OCCN2C1CC(NC2=O)=O